3,5-dimethoxyphenyl-acetonitrile COC=1C=C(C=C(C1)OC)CC#N